FC1=C(C=C(C=C1)OC=1C(=C2C=CNC2=CC1F)C)C=1NC(=CN1)C(C=1C=C(C=CC1)CCC(=O)O)OCCOC 3-(3-((2-(2-fluoro-5-((6-fluoro-4-methyl-1H-indol-5-yl)oxy)phenyl)-1H-imidazol-5-yl)(2-methoxyethoxy)methyl)phenyl)propanoic acid